C/C=C(\\C)/C(=O)O[C@H]1C[C@H]([C@]2(CO[C@@H]3[C@@H]2[C@]14CO[C@@]([C@H]4[C@]([C@@H]3O)(C)[C@@]56[C@@H]7C[C@H]([C@@]5(O6)C)[C@]8(C[C@H](O[C@H]8O7)OC)O)(C(=O)OC)O)C(=O)OC)OC(=O)C The molecule is a limonoid found in Azadirachta indica. It has a role as a plant metabolite. It is a limonoid, an acetate ester, an epoxide, a tertiary alcohol, a secondary alcohol, a methyl ester and an enoate ester. It derives from a tiglic acid.